N[C@H](C(=O)O)CNC(=O)OC(C)(C)C (S)-2-amino-3-((tert-butoxycarbonyl)amino)propionic acid